COC(=O)C1=CC=C2C(=N1)C(CN2C2=CC=C(C=C2)F)(C)C 1-(4-fluorophenyl)-3,3-dimethyl-2,3-dihydro-1H-pyrrolo[3,2-b]pyridine-5-carboxylic acid methyl ester